Tert-Butyl (5-chloro-3-cyanopyrazolo[1,5-a]pyrimidin-7-yl)(3-chloro-5-fluorobenzyl)carbamate ClC1=NC=2N(C(=C1)N(C(OC(C)(C)C)=O)CC1=CC(=CC(=C1)F)Cl)N=CC2C#N